COC(=O)C1=NC=C(N=C1C1=CC(=NC=C1OC)C(F)F)C1=NN(C=C1)C 3-(2-(difluoromethyl)-5-methoxypyridin-4-yl)-5-(1-methyl-1H-pyrazol-3-yl)pyrazine-2-carboxylic acid methyl ester